N[C@H](C(=O)N1[C@@H]2[C@H](CC1)[C@@](NC2)(C(=O)O)CCCCB(O)O)[C@H](CC)C (3aS,4R,6aR)-1-((2S,3S)-2-amino-3-methylpentanoyl)-4-(4-boronobutyl)octahydropyrrolo[3,4-b]pyrrole-4-carboxylic acid